ClC1=CC=C(C=C1)C1=NN(CC1C1=CC=CC=C1)C(=NS(=O)(=O)C1=NN(C=C1)C)NCCS(N)(=O)=O 3-(4-chlorophenyl)-N'-((1-methyl-1H-pyrazol-3-yl)sulfonyl)-4-phenyl-N-(2-sulfamoylethyl)-4,5-dihydro-1H-pyrazole-1-carboxamidine